7-(1-cyclobutylethyl)-5-fluoro-2-(((3S,4R)-3-hydroxytetrahydro-2H-pyran-4-yl)amino)pyrrolo[2,1-f][1,2,4]triazine-6-carbonitrile C1(CCC1)C(C)C1=C(C(=C2C=NC(=NN21)N[C@H]2[C@@H](COCC2)O)F)C#N